13-hydroxyheptadecanoic acid OC(CCCCCCCCCCCC(=O)O)CCCC